FC1=C(CN2C(C3=CC=CC=C3C2=O)=O)C=CC=C1 2-(2-fluorobenzyl)isoindoline-1,3-dione